5-bromo-2-methyl-3-propyl-pyridine BrC=1C=C(C(=NC1)C)CCC